di(oxetan-3-yl)methyl-isopropyl-oxysilane O1CC(C1)C(C1COC1)[SiH2]OC(C)C